trimethyl-n-hexylammonium methyl-carbonate salt COC([O-])=O.C[N+](CCCCCC)(C)C